C1(CCCCC1)OC1=CC=C(C=N1)N 6-(cyclohexoxy)pyridin-3-amine